sodium ((2R,3S,4R,5R)-5-(4-acetamido-2-oxopyrimidin-1(2H)-yl)-3,4-dihydroxytetrahydrofuran-2-yl) methyl triphosphate O(P(OC)(=O)OP(=O)([O-])OP(=O)([O-])[O-])[C@H]1O[C@H]([C@@H]([C@@H]1O)O)N1C(N=C(C=C1)NC(C)=O)=O.[Na+].[Na+].[Na+]